[7-methoxy-1-methyl-2-(11-methyl-1,9-diazatricyclo[6.3.1.04,12]dodeca-2,4(12),5,7-tetraen-2-yl)benzimidazol-5-yl]methanone COC1=CC(=CC2=C1N(C(=N2)C=2N1C(CNC3=CC=CC(C2)=C13)C)C)C=O